2-chloro-N-(1-(5-(3-cyano-6-(2-hydroxy-2-methylpropoxy)pyrazolo[1,5-a]pyridin-4-yl)pyridin-2-yl)-4-methylpiperidin-4-yl)benzamide ClC1=C(C(=O)NC2(CCN(CC2)C2=NC=C(C=C2)C=2C=3N(C=C(C2)OCC(C)(C)O)N=CC3C#N)C)C=CC=C1